ClC1=C(C=C(OCC(=O)N[C@@H]2CN[C@H](CC2)C(=O)N2CC3=CC=C(C=C3C2)OC(F)(F)F)C=C1)F 2-(4-chloro-3-fluoro-phenoxy)-N-[(3S,6R)-6-[5-(trifluoro-methoxy)-2,3-dihydro-1H-isoindole-2-carbonyl]piperidin-3-yl]acetamide